4-(2-aminoethyl)benzenesulfonyl fluoride NCCC1=CC=C(C=C1)S(=O)(=O)F